1-[6-(4,4-difluorocyclohexyl)pyridin-3-yl]Urea FC1(CCC(CC1)C1=CC=C(C=N1)NC(=O)N)F